ClC=1C(=CC(=NC1)N1N=C(C=C1C)C)NC1=CC2=C(N(C(N2CCC(C)(C)O)=O)C)C=C1 5-((5-chloro-2-(3,5-dimethyl-1H-pyrazol-1-yl)pyridin-4-yl)amino)-3-(3-hydroxy-3-methylbutyl)-1-methyl-1,3-dihydro-2H-benzo[d]imidazol-2-one